5-(5-(2,2-diethyl-4-oxochroman-6-yl)pyrimidin-2-yl)-2-(isopropylamino)benzonitrile C(C)C1(OC2=CC=C(C=C2C(C1)=O)C=1C=NC(=NC1)C=1C=CC(=C(C#N)C1)NC(C)C)CC